C(C)(C)(C)OC(=O)N1C[C@@H]2COC3=C(CN2CC1)C=CC(=C3Cl)Br (12aR)-9-bromo-10-chloro-3,4,12,12a-tetrahydro-6H-pyrazino[2,1-c][1,4]benzooxazepine-2(1H)-carboxylic acid tert-butyl ester